2-(6-(((1R,3s,5S)-1,5-dimethyl-8-azabicyclo[3.2.1]octan-3-yl)(methyl)amino)pyridazin-3-yl)-5-(1H-imidazol-1-yl)phenol C[C@]12CC(C[C@](CC1)(N2)C)N(C2=CC=C(N=N2)C2=C(C=C(C=C2)N2C=NC=C2)O)C